C1(CC1)C1=CC(=NN1C12CC(C1)(C2)C2CN(C2)C(=O)N2CC1(C2)CC(C1)N1N=C(N=C1)C1(CC1)O)C [3-[3-(5-cyclopropyl-3-methyl-pyrazol-1-yl)-1-bicyclo[1.1.1]pentanyl]azetidin-1-yl]-[6-[3-(1-hydroxycyclopropyl)-1,2,4-triazol-1-yl]-2-azaspiro[3.3]heptan-2-yl]methanone